3-(5-cyclopropyl-2-methylpyrazol-3-yl)oxy-4-(4,5,6,7-tetrahydropyrazolo[4,3-c]pyridin-1-yl)benzonitrile C1(CC1)C=1C=C(N(N1)C)OC=1C=C(C#N)C=CC1N1N=CC=2CNCCC21